N-benzyl-4-(2-(p-tolyl)-2H-pyrazolo[3,4-d]pyrimidin-4-yl)piperazine-2-carboxamide C(C1=CC=CC=C1)NC(=O)C1NCCN(C1)C=1C=2C(N=CN1)=NN(C2)C2=CC=C(C=C2)C